(R)-2-((1-(2-cyano-3-(1-(4-cyano-phenyl)-1H-pyrazol-4-yl)-7-methyl-quinoxalin-5-yl)ethyl)amino)benzoic acid C(#N)C1=NC2=CC(=CC(=C2N=C1C=1C=NN(C1)C1=CC=C(C=C1)C#N)[C@@H](C)NC1=C(C(=O)O)C=CC=C1)C